C1(CC1)[C@@H](CS(=O)(=O)N(CC1=CC=C(C=C1)OC)CC1=CC=C(C=C1)OC)CC=C (S)-2-CYCLOPROPYL-N,N-BIS(4-METHOXYBENZYL)PENT-4-ENE-1-SULFONAMIDE